C(OC1=CC=C(C=C1)[N+](=O)[O-])(OC[C@H](C)SSC1=NC=CC=C1)=O (S)-4-nitrophenyl (2-(pyridin-2-yldisulfaneyl)propyl) carbonate